P(OCCCCCCCCCCCC)(OCCCCCCCCCCCC)OCCCCCCCCCCCC tris[dodecyl] phosphite